S1(NC=CC2=C1C=CC=C2)(=O)=O 2H-benzo[e][1,2]thiazine-1,1-dioxide